C1=CC=C(C=C1)C(=O)NC2=CC=CC=C2N N-(2-aminophenyl)benzamide